C(CCCCCCCCCCCCCCC)OC(CCCCCCCCCCCCCCCCC)=O Cetylstearat